N1(CCC1)CC=1N(C(=CN1)C1=CC=C(OC2=C(C=O)C=CC(=C2)Cl)C=C1)C (4-(2-(azetidin-1-ylmethyl)-1-methyl-1H-imidazol-5-yl)phenoxy)-4-chlorobenzaldehyde